CCOC(=O)[C@H](CCC1=CC=CC=C1)N[C@@H](C)C(=O)O N-[(S)-(+)-1-(ethoxycarbonyl)-3-phenylpropyl]-L-alanine